CC1=NC(=CC(=C1)O[C@H]1C[C@H](N(C1)CC1=C(N=C(S1)NC(C)=O)F)C)C N-(5-(((2R,4S)-4-((2,6-dimethylpyridin-4-yl)oxy)-2-methylpyrrolidin-1-yl)methyl)-4-fluorothiazol-2-yl)acetamide